CS(=O)(=O)C=1OC(=NN1)CC1=CC=C(C=C1)F 2-(methylsulfonyl)-5-(4-fluorobenzyl)-1,3,4-oxadiazole